Chromium 2-ethylhexanoate C(C)C(C(=O)[O-])CCCC.[Cr+3].C(C)C(C(=O)[O-])CCCC.C(C)C(C(=O)[O-])CCCC